C(C(C)(C)C)(=O)[O-].[Cr+2].C(C(C)(C)C)(=O)[O-] chromium (II) neopentanoate